OCCOCCOCCOCCOCC(COCCCCCCCC(=O)OC(CCCCCCCC)CCCCCCCC)OCCCCCCCC(=O)OC(CCCCCCCC)CCCCCCCC octylnonyl 8-[3-[2-[2-[2-(2-hydroxyethoxy)ethoxy]ethoxy]ethoxy]-2-[8-(1-octylnonoxy)-8-oxo-octoxy]propoxy]octanoate